FC1(CCN(CC1)N1C(C(=CC=C1)NC(C1=C(C=C(C=C1)NS(NCCO)(=O)=O)N1CCC2(CC2)CC1)=O)=O)F N-(1-(4,4-difluoropiperidin-1-yl)-2-oxo-1,2-dihydropyridin-3-yl)-4-((N-(2-hydroxyethyl)sulfamoyl)amino)-2-(6-azaspiro[2.5]octan-6-yl)benzamide